(R)-5-[(5-{3-[(3-fluoropyrrolidin-3-yl)methoxy]-5-methoxypyridin-4-yl}-1H-pyrazol-3-yl)amino]pyrazine-2-carbonitrile F[C@]1(CNCC1)COC=1C=NC=C(C1C1=CC(=NN1)NC=1N=CC(=NC1)C#N)OC